stearyl stearoyl glutamate N[C@@H](CCC(=O)OC(CCCCCCCCCCCCCCCCC)=O)C(=O)OCCCCCCCCCCCCCCCCCC